C(#N)C(C(=O)O)CC(C)SC(=S)C1=CC=CC=C1 cyano-4-(phenylthiocarbonylthio)pentanoic acid